BrC=C(C(C)(O)C)C 1-bromo-2,3-dimethylbuten-3-ol